O=C1OCC=2C1=CC=1CCOC3(CCN(CC3)C(=O)OCC3=CC=CC=C3)C1C2 benzyl 1-oxo-1,3,7,8-tetrahydrospiro[furo[3,4-g]isochromene-5,4'-piperidine]-1'-carboxylate